methyl 3-(2-(2-fluoro-5-(trifluoromethoxy)phenyl)-1,2,3,4-tetrahydroisoquinolin-6-yl)-2-methylpropanoate FC1=C(C=C(C=C1)OC(F)(F)F)N1CC2=CC=C(C=C2CC1)CC(C(=O)OC)C